C(C1=CC=CC=C1)N1C2(COC2)CC(C1)(C)CO (5-benzyl-7-methyl-2-oxa-5-azaspiro[3.4]oct-7-yl)methanol